manganese oxalate C(C(=O)[O-])(=O)[O-].[Mn+2]